(3S)-3-{[2-(3-methoxyphenyl)-10-methyl-[1,2,4]triazolo[1,5-c]quinazolin-5-yl]amino}pyrrolidin-2-one COC=1C=C(C=CC1)C1=NN2C(=NC=3C=CC=C(C3C2=N1)C)N[C@@H]1C(NCC1)=O